C(C)(C)N(C1=CC2=C(C(=N1)COC(NC)=O)CN(C2=O)C2=NC(=CC=C2)C2=NN=CN2C2=CC=NN2C)C ((6-(isopropyl(methyl)amino)-2-(6-(4-(1-methyl-1H-pyrazol-5-yl)-4H-1,2,4-triazole-3-yl)pyridin-2-yl)-1-oxo-2,3-dihydro-1H-pyrrolo[3,4-c]pyridin-4-yl)methyl)(methyl)carbamate